(S)-5-(3-cyanophenylmethyl)-N-(5-methyl-4-oxo-2,3,4,5-tetrahydropyrido[3,2-b][1,4]oxazepin-3-yl)-4H-1,2,4-triazole-3-carboxamide C(#N)C=1C=C(C=CC1)CC=1NC(=NN1)C(=O)N[C@@H]1C(N(C2=C(OC1)C=CC=N2)C)=O